tert-butyl (R)-5-((4-(7-bromo-6-cyano-1H-indole-3-yl)-5-(trifluoromethyl)pyrimidin-2-yl)amino)-2-azaspiro[3.3]heptane-2-carboxylate BrC=1C(=CC=C2C(=CNC12)C1=NC(=NC=C1C(F)(F)F)N[C@H]1C2(CN(C2)C(=O)OC(C)(C)C)CC1)C#N